C(#N)CC1(CN(C1)S(=O)(=O)CC)N1N=CC(=C1)C=1C2=C(N=C(N1)NC1=CC=C(C(=O)O)C=C1)NC=C2 4-((4-(1-(3-(cyanomethyl)-1-(ethylsulfonyl)azetidin-3-yl)-1H-pyrazol-4-yl)-7H-pyrrolo[2,3-d]pyrimidin-2-yl)amino)benzoic acid